C(#N)N(C#N)C#N tricyanoamine